NC=1C=CC=C(C1)C1=CC=CC=C1 5-aminobiphenyl